C(C(C)(C)C)C(COCCOCCO)O neopentyltriethylene glycol